BrC1=C(C=O)C=C(C=C1)O[Si](C)(C)C(C)(C)C 2-bromo-5-((tert-butyldimethylsilyl)oxy)benzaldehyde